2-(pyridin-2-yl)ethane N1=C(C=CC=C1)CC